C(C)(C)N(C1C(CNC1)(O)C)C 4-(Isopropyl(methyl)amino)-3-methylpyrrolidin-3-ol